(S)-5-benzyl-N-(5,6-dihydro-4H-benzo[f]imidazo[1,2-a]azepin-4-yl)isoxazole-3-carboxamide C(C1=CC=CC=C1)C1=CC(=NO1)C(=O)N[C@@H]1C=2N(C3=C(CC1)C=CC=C3)C=CN2